OCCCC(=O)OCCCCCCCC octyl 4-hydroxybutyrate